C(#N)C1=C(N=C2N(C1=O)C=C(C=C2[C@@H](C)NC2=C(C(=O)O)C=CC=C2)C)N2CC([C@@H](CC2)OC)(F)F 2-(((R)-1-(3-cyano-2-((R)-3,3-difluoro-4-methoxypiperidin-1-yl)-7-methyl-4-oxo-4H-pyrido[1,2-a]pyrimidin-9-yl)ethyl)amino)benzoic acid